FC(C1=NC2=C(N1C1=NC(=NC(=N1)N1CCOCC1)N1CCOCC1)C=CC=C2)F 2-(Difluoromethyl)-1-[4,6-di(4-morpholinyl)-1,3,5-triazin-2-yl]-1H-benzimidazole